CC=1C=C2C(C=C(OC2=C(C1)C(C)NC1=C(C(=O)O)C=CC=C1)C1=CC=2C=CC=NC2N1)=O 2-((1-(6-methyl-4-oxo-2-(1H-pyrrolo[3,2-e]pyridin-2-yl)-4H-chromen-8-yl)ethyl)amino)benzoic acid